C(C)(C)(C)OC(=O)N1[C@H]2[C@@H](C[C@@H]1CC2)NC(=O)OCC2=CC=CC=C2.BrC=2C=C(NC1CCC(CC1)(F)F)C=C(C2)C=2SC=C(N2)C 3-bromo-N-(4,4-difluorocyclohexyl)-5-(4-methylthiazol-2-yl)aniline tert-butyl-(1R,2R,4S)-2-(((benzyloxy)carbonyl)amino)-7-azabicyclo[2.2.1]heptane-7-carboxylate